diethyl (5-chloro-8-quinolinoxy)malonate ClC1=C2C=CC=NC2=C(C=C1)OC(C(=O)OCC)C(=O)OCC